ClC1=CC=C(C(=N1)C)OC(C)C=1C=C(C=C2C(C(=C(OC12)C=1C=NC=CC1)C)=O)C 8-[1-[(6-Chloro-2-methyl-3-pyridyl)oxy]ethyl]-3,6-dimethyl-2-(3-pyridyl)chromen-4-one